2-(4-bromobutoxy)tetrahydro-2H-pyran ethylenebis(3,4-epoxycyclohexanecarboxylate) C(CC1(CC2C(CC1)O2)C(=O)O)C2(CC1C(CC2)O1)C(=O)O.BrCCCCOC1OCCCC1